N-(2-((4-acetamidophenyl)sulfamoyl)-5-chlorobenzyl)-2-chloro-N-(furan-2-ylmethyl)benzamide C(C)(=O)NC1=CC=C(C=C1)NS(=O)(=O)C1=C(CN(C(C2=C(C=CC=C2)Cl)=O)CC=2OC=CC2)C=C(C=C1)Cl